1-(3-Acetylphenyl)-3-(3-(2-methoxyethyl)-1-(3-(4-methylpiperazin-1-yl)propyl)-2,4-dioxo-1,2,3,4-tetrahydroquinazolin-6-yl)urea C(C)(=O)C=1C=C(C=CC1)NC(=O)NC=1C=C2C(N(C(N(C2=CC1)CCCN1CCN(CC1)C)=O)CCOC)=O